NC1=NNC2=CC=CC(=C12)C=1C=C2C=CC=C(C2=CC1)C(=O)NC1=CC=C(C=C1)F 6-(3-amino-1H-indazol-4-yl)-N-(4-fluorophenyl)-1-naphthalenamide